C(C)(C)NC1=NC(=NC(=N1)NC1=CC(=NC=C1)C(F)(F)F)C=1C=C(C=CC1)C(C)O (3-(4-(isopropylamino)-6-((2-(trifluoromethyl)pyridin-4-yl)amino)-1,3,5-triazin-2-yl)phenyl)ethanol